triethyl-2-hydroxypropane C(C)C(C(C)O)(CC)CC